2-[1-[2-[4-(o-tolyl)-2-oxo-chromen-7-yl]oxypropanoyl]-3-piperidyl]acetic acid C1(=C(C=CC=C1)C1=CC(OC2=CC(=CC=C12)OC(C(=O)N1CC(CCC1)CC(=O)O)C)=O)C